C(CC)(=S)O.C(CC)(=S)O.C(CC)(=S)O.C(O)C(CC)(CO)CO trimethylolpropane trithiopropionate